[N+](#CC#N)[O-] Cyanogen Oxide